CN1CCN(CC1)C(CNC(C1=CC=CC=C1)=O)=O N-(2-(4-methylpiperazin-1-yl)-2-oxoethyl)benzamide